3,5-dinitro-2-methyl-benzonitrile [N+](=O)([O-])C=1C(=C(C#N)C=C(C1)[N+](=O)[O-])C